2,9-dimethyl-4,7-diphenylphenanthroline CC1=NC2=C3N=C(C=C(C3=CC=C2C(=C1)C1=CC=CC=C1)C1=CC=CC=C1)C